C(C)(C)(C)OC(NCCCCC1=C(C=CC(=C1)F)N1CN(C(C2=CC(=CC=C12)C(F)(F)F)=O)C=1C(=NC(=CC1)OC)Br)=O (4-(2-(3-(2-bromo-6-methoxypyridin-3-yl)-4-oxo-6-(trifluoromethyl)-3,4-dihydroquinazolin-1(2H)-yl)-5-fluorophenyl)butyl)-carbamic acid tert-butyl ester